ethyl 2-(2-formyl-7-isopropyl-4-oxopyrazolo[1,5-d][1,2,4]triazin-5(4H)-yl)acetate C(=O)C1=NN2C(=NN(C(C2=C1)=O)CC(=O)OCC)C(C)C